(2,6-bis((1-((tert-butyldiphenylsilyl)oxy)cyclohexyl)ethynyl)phenyl)methylamine [Si](C1=CC=CC=C1)(C1=CC=CC=C1)(C(C)(C)C)OC1(CCCCC1)C#CC1=C(C(=CC=C1)C#CC1(CCCCC1)O[Si](C1=CC=CC=C1)(C1=CC=CC=C1)C(C)(C)C)CN